C(C(C)(C)C)(=O)OC[C@@H]1[C@H](OC[C@@H]1CC1=CC(=C(C=C1)OC)OC)C1=CC(=C(C=C1)OC)OC ((2S,3R,4R)-4-(3,4-dimethoxybenzyl)-2-(3,4-dimethoxyphenyl)tetrahydrofuran-3-yl)methyl pivalate